(E)-6,7-dihydroquinolin-8(5H)-one O-methylsulfonyl oxime CS(=O)(=O)O\N=C\1/CCCC=2C=CC=NC12